5-(3-oxo-3-(4-(5-(trifluoromethyl)pyrimidin-2-yl)piperazine-1-yl)propoxy)-3-(trifluoromethyl)pyridin-2(1H)-one O=C(CCOC=1C=C(C(NC1)=O)C(F)(F)F)N1CCN(CC1)C1=NC=C(C=N1)C(F)(F)F